6-bromo-5-[(2-chloro-5-fluorophenyl)carbonyl]-2-oxo-3-(trideuteriomethyl)-1-(2,2,2-trifluoroethyl)benzo[d]imidazole-4-carbonitrile BrC=1C(=C(C2=C(N(C(N2C([2H])([2H])[2H])=O)CC(F)(F)F)C1)C#N)C(=O)C1=C(C=CC(=C1)F)Cl